OB1OC2=C(C[C@@H]1NC([C@H](NC(=O)C=1C=NC=3N(C1)N=CC3)C3=CC=C(C=C3)P(=O)(O)O)=O)C=CC=C2C(=O)O (R)-2-hydroxy-3-((R)-2-(4-phosphonophenyl)-2-(pyrazolo[1,5-a]pyrimidine-6-carboxamido)acetamido)-3,4-dihydro-2H-benzo[e][1,2]oxaborinine-8-carboxylic acid